NC1=C(C(=O)NCC(F)(F)F)C=C(C=N1)C1=C(C=C(C=C1)NC(C(O)C1=CC(=CC(=C1)F)F)=O)C 2-amino-5-(4-(2-(3,5-difluorophenyl)-2-hydroxyacetamido)-2-methylphenyl)-N-(2,2,2-trifluoroethyl)nicotinamide